BrC1=CN(C2=NC(=CC=C21)C=2SC(=NN2)C)COCC[Si](C)(C)C 2-[[3-bromo-6-(5-methyl-1,3,4-thiadiazol-2-yl)pyrrolo[2,3-b]pyridin-1-yl]methoxy]ethyl-trimethyl-silane